C(C1=CC=CC=C1)OC1=C(C=C(C=C1OC)C=NS(=O)C(C)(C)C)Br N-[(4-benzyloxy-3-bromo-5-methoxy-phenyl)methylene]-2-methyl-propane-2-sulfinamide